N1=CN=C(C=C1)CN1N=C2N(C3=C(C=C2)NCC3)C1=O 2-(pyrimidin-4-ylmethyl)-2,6,7,8-tetrahydro-1H-pyrrolo[2,3-e][1,2,4]triazolo[4,3-a]pyridin-1-one